4-cyclohexyl-1-((4-phenoxybutyryl)glycyl)pyrrolidine-2-carboxamide C1(CCCCC1)C1CC(N(C1)C(CNC(CCCOC1=CC=CC=C1)=O)=O)C(=O)N